BrC=1C=C(C=C(C1)Cl)CC#N 2-(3-Bromo-5-chlorophenyl)acetonitrile